2-methyl-octan-1-ol CC(CO)CCCCCC